S(N)(OC[C@@H]1[C@H](C[C@@H](C1)NC1=NC=NC=C1C(=O)C=1OC=C(C1)C(C)(C)O)O)(=O)=O [(1R,2S,4R)-2-hydroxy-4-({5-[4-(2-hydroxypropan-2-yl)-2-furoyl]pyrimidin-4-yl}amino)cyclopentyl]methyl sulfamate